O=C1N(C(CC1)=O)OC([C@H](CNC(CCOCCOCCOCCOCCOCCOCCOCCOC)=O)NC(OC(C)(C)C)=O)=O tert-Butyl {(29S)-30-[(2,5-dioxopyrrolidin-1-yl)oxy]-26,30-dioxo-2,5,8,11,14,17,20,23-octaoxa-27-azatriacontan-29-yl}carbamate